tert-butyl N-{5-[5-(4-chlorophenyl)-5H,6H,7H-pyrrolo[2,1-c][1,2,4]triazol-3-yl]-1H-pyrazolo[3,4-b]pyridin-3-yl}-N-methylcarbamate ClC1=CC=C(C=C1)C1CCC2=NN=C(N21)C=2C=C1C(=NC2)NN=C1N(C(OC(C)(C)C)=O)C